C(C(=C)C)(=O)OC(CC(=O)O)(CC(=O)O)C(=O)O 2-methacryloxy-1,2,3-tricarboxyl-propane